O=C1C(=CC=2C(=NC=CN2)N1CC=1C(=NC=NC1)C(F)(F)F)C1CCN(CC1)C(=O)OC(C)(C)C tert-butyl 4-(6-oxo-5-((4-(trifluoromethyl)pyrimidin-5-yl)methyl)-5,6-dihydropyrido[2,3-b]pyrazin-7-yl)piperidine-1-carboxylate